N-(2-(4-Cyanothiazolidin-3-yl)-2-oxoethyl)-6-(morpholino-methyl)quinoline-4-carboxamide C(#N)C1N(CSC1)C(CNC(=O)C1=CC=NC2=CC=C(C=C12)CN1CCOCC1)=O